CC1=CCCC=C(CC1)C 1,6-dimethyl-1,5-cyclooctadiene